2,4,6-tri-t-butylisocyanatobenzene C(C)(C)(C)C1=C(C(=CC(=C1)C(C)(C)C)C(C)(C)C)N=C=O